1-Ethyl 5-(1,4-oxazepan-4-yl)pyrazolo[1,5-a]pyrimidine-3-carboxylate O1CCN(CCC1)C1=NC=2N(C=C1)N=CC2C(=O)OCC